N-(4-(N-(2-(2-(dimethylamino)acetyl)-1,2,3,4-tetrahydro-isoquinolin-6-yl)sulfamoyl)naphthalen-1-yl)-2-methylbenzamide CN(CC(=O)N1CC2=CC=C(C=C2CC1)NS(=O)(=O)C1=CC=C(C2=CC=CC=C12)NC(C1=C(C=CC=C1)C)=O)C